tert-Butyl (R)-(4-fluoro-1-oxobutan-2-yl)carbamate FCC[C@H](C=O)NC(OC(C)(C)C)=O